(S)-4,4-dimethyltetrahydrofuran-3-amine hydrochloride Cl.CC1([C@@H](COC1)N)C